C(C)(C)(C)C1=CC=C(S1)C=1SC(=CC1C1=C(C(C(C1(F)F)(F)F)(F)F)F)C=1SC(=CC1)C(C)(C)C 5,5''-di-tert-butyl-3'-(perfluorocyclopent-1-en-1-yl)-2,2':5',2''-terthiophene